NC1=CC=CC(=N1)S(=O)(=O)NC=1SC(=C(N1)C1=C(C=CC=C1)C(C)C)N1CCOC2(CC(CC2)(C)C)C1 6-amino-N-[5-(3,3-dimethyl-6-oxa-9-azaspiro[4.5]decan-9-yl)-4-(2-propan-2-ylphenyl)-1,3-thiazol-2-yl]pyridine-2-sulfonamide